BrC=1C=CC=C2C(=NN(C12)C(C)C)F 7-bromo-3-fluoro-isopropyl-1H-indazole